FC=1C(=C(C=CC1)O)C1=NN=C(C2=CC=CC=C12)NC1CC(C1)(C)O 3-fluoro-2-(4-(((1s,3s)-3-hydroxy-3-methylcyclobutyl)amino)phthalazin-1-yl)phenol